ClC1=NC=C(C(=N1)OC=1N=CC=2CCC3=C(C2C1F)NC1=C3C(NCC1)=O)C(C)(C)O 2-((2-chloro-5-(2-hydroxypropan-2-yl)pyrimidin-4-yl)oxy)-1-fluoro-5,6,8,9,10,11-hexahydro-7H-pyrido[3',4':4,5]pyrrolo[2,3-f]isoquinolin-7-one